C(CCCCCCC\C=C/CCCC)(=O)OCCCCCCCCCCCCCCCCCCCCCCCCCCCCO 28-hydroxyoctacosyl myristoleate